ClC1=CC=C(C=C1)[C@@H](C)[C@@H]1[C@H]([C@H]([C@@H](C1)N1N=CC\2=C1NC=N/C2=N/N)O)O (1S,2R,3R,5R)-3-((S)-1-(4-chlorophenyl)ethyl)-5-((E)-4-hydrazineylidene-4,7-dihydro-1H-pyrazolo[3,4-d]pyrimidin-1-yl)cyclopentane-1,2-diol